N-(adamantan-2-yl)-2-(6-(4-fluorophenyl)-1,1-dioxido-1,2,6-thiadiazinan-2-yl)acetamide C12C(C3CC(CC(C1)C3)C2)NC(CN2S(N(CCC2)C2=CC=C(C=C2)F)(=O)=O)=O